4-hydroxy-7-methyl-3-(N-methylaminoethyl)indole Ethyl-(S)-3-(2-formyl-4-methyl-1-(oxetan-2-ylmethyl)-1H-imidazol-5-yl)propanoate C(C)OC(CCC1=C(N=C(N1C[C@H]1OCC1)C=O)C)=O.OC1=C2C(=CNC2=C(C=C1)C)CCNC